N1(CCCCC1)CCN1N=C(C=C1)N 1-(2-(Piperidin-1-yl)ethyl)-1H-pyrazol-3-amine